[Ir+3].[O-2].[Ti+4] Titanium oxide iridium